C(C)(C)N1CC(N(CC1)C1CC2(C1)CCN(CC2)C2=CC=C(C(=O)O)C=C2)C2=C(C=CC=C2)C(C)C 4-(2-(4-isopropyl-2-(2-isopropylphenyl)piperazin-1-yl)-7-azaspiro[3.5]Nonan-7-yl)benzoic acid